FC(C(=O)O)(F)F.NCCNC1=NN2C(C=N1)=CC=C2C(=O)NC=2C(=NN(C2)C)C(NC)=O 2-[(2-aminoethyl)amino]-N-[1-methyl-3-(methylcarbamoyl)-1H-pyrazol-4-yl]pyrrolo[2,1-f][1,2,4]triazine-7-carboxamide trifluoroacetate